C(C)[C@@H]1N(C[C@H](N(C1)C(CC)C1=CC=C(C=C1)OC(F)(F)F)C)C1=CC(N(C=2C=CC(=NC12)C#N)C)=O 8-[(2s,5r)-2-ethyl-5-methyl-4-{1-[4-(trifluoromethoxy)phenyl]propyl}piperazin-1-yl]-5-methyl-6-oxo-5,6-dihydro-1,5-naphthyridine-2-carbonitrile